1-[2-(2,5-dioxoimidazolidin-1-yl)acetyl]-4-fluoro-N-{phenyl[4-(propan-2-yl)phenyl]methyl}pyrrolidine-2-carboxamide O=C1N(C(CN1)=O)CC(=O)N1C(CC(C1)F)C(=O)NC(C1=CC=C(C=C1)C(C)C)C1=CC=CC=C1